tertbutyl (1-((3-((1-(1-(2-(2,6-dioxopiperidin-3-yl)1-oxoisoindolin-5-yl)piperidin-4-yl)azetidin-3-yl)oxy)phenyl)sulfonyl)piperidin-4-yl)carbamate O=C1NC(CCC1N1C(C2=CC=C(C=C2C1)N1CCC(CC1)N1CC(C1)OC=1C=C(C=CC1)S(=O)(=O)N1CCC(CC1)NC(OC(C)(C)C)=O)=O)=O